((4-(((4-(Dimethylamino)butanoyl)oxy)methyl)-1,3-phenylene)bis(oxy))bis(octane-8,1-diyl) bis(decanoate) C(CCCCCCCCC)(=O)OCCCCCCCCOC=1C=C(C=CC1COC(CCCN(C)C)=O)OCCCCCCCCOC(CCCCCCCCC)=O